C(C)OC(=O)C=1N=C2N(N=C(C=C2Br)Cl)C1 8-bromo-6-chloroimidazo[1,2-b]pyridazine-2-carboxylic acid ethyl ester